(9-fluorenylmethoxycarbonyl)-ε-(t-butoxycarbonyl)-L-lysine C1=CC=CC=2C3=CC=CC=C3C(C12)COC(=O)N[C@@H](CCCC(N)C(=O)OC(C)(C)C)C(=O)O